ethyl 2-{3-chloro-4-methyl-5H,6H,7H-pyrrolo[2,3-c]pyridazin-7-yl}-1,3-thiazole-4-carboxylate ClC1=C(C2=C(N=N1)N(CC2)C=2SC=C(N2)C(=O)OCC)C